C1(CC1)C1=NC=NC(=C1C1=NC(=C2NC=NC2=N1)N(C)CC=1C=NC(=CC1)C=1N(C=C(N1)C(F)(F)F)C(C)C)OC 2-(4-cyclopropyl-6-methoxypyrimidin-5-yl)-N-((6-(1-isopropyl-4-(trifluoro-methyl)-1H-imidazol-2-yl)pyridin-3-yl)methyl)-N-methyl-7H-purin-6-amine